FC=1C=C(C(=C(C1)C(C)N)C)C(F)(F)F 1-(5-fluoro-2-methyl-3-(trifluoromethyl)phenyl)ethan-1-amine